4-bromo-6-cyclopropylbenzo[d]thiazol-2-amine BrC1=CC(=CC2=C1N=C(S2)N)C2CC2